O(C)C1=C2C=CC=C(C2=CC(=C1)O)O 5-methoxyl-1,7-dihydroxynaphthalene